4-(3-methyl-4-benzoylphenylthio)phenylbis(4-chlorophenyl)sulfonium hexafluoroantimonate F[Sb-](F)(F)(F)(F)F.CC=1C=C(C=CC1C(C1=CC=CC=C1)=O)SC1=CC=C(C=C1)[S+](C1=CC=C(C=C1)Cl)C1=CC=C(C=C1)Cl